ClC1=CC=C(C=C1)C1=NN(C(C2=CC(=C(C=C12)C)C)=O)C1=CC(=NC=C1)I 4-(4-chlorophenyl)-2-(2-iodo-4-pyridyl)-6,7-dimethyl-phthalazin-1-one